N1=CC(=CC=C1)C1=NC(=CC(=N1)NC1=NC=CC(=C1)OC(F)(F)F)N1CC2(C1)CNCC2 2-(pyridin-3-yl)-6-(2,6-diazaspiro[3.4]oct-2-yl)-N-(4-(trifluoromethoxy)pyridin-2-yl)pyrimidin-4-amine